ClC1=CC2=C(N=C(N=C2NC2CC(CC2)(F)F)C2=C(C(=CC(=C2Cl)OC)OC)Cl)C=N1 6-chloro-2-(2,6-dichloro-3,5-dimethoxyphenyl)-N-(3,3-difluorocyclopentyl)pyrido[3,4-d]pyrimidine-4-amine